9,9-Bis[2-(2-methoxyethoxy)ethoxy]-2,5,8-trioxa-9-siladodecan-12-amine COCCOCCO[Si](OCCOCCOC)(CCCN)OCCOCCOC